3-benzyl-4-methyl-2-phenyl-oxazolidine C(C1=CC=CC=C1)N1C(OCC1C)C1=CC=CC=C1